CC1=C(OC2=CC(=NC=C2)C2(CC2)C(=O)N)C=CC(=C1C)[N+](=O)[O-] (4-(2,3-dimethyl-4-nitrophenoxy)pyridin-2-yl)cyclopropanecarboxamide